ethyl {[4-(2,6-dimethoxyphenyl)-5-(pyridin-3-yl)-4H-1,2,4-triazol-3-yl]sulfanyl}acetate COC1=C(C(=CC=C1)OC)N1C(=NN=C1C=1C=NC=CC1)SCC(=O)OCC